NC=1SC2=C(N=C(N=C2N[C@@H](CO)CC(C)C)SC(C)C2=C(C=CC=C2)Cl)N1 (2R)-2-[(2-amino-5-{[1-(2-chlorophenyl)ethyl]thio}[1,3]thiazolo[4,5-d]pyrimidin-7-yl)amino]-4-methylpentan-1-ol